2-(4-(3-(3-fluorophenyl)-1,2,4-oxadiazol-5-yl)piperidin-1-yl)-7-methyl-8-nitro-6-(trifluoromethyl)-4H-benzo[e][1,3]thiazin-4-one FC=1C=C(C=CC1)C1=NOC(=N1)C1CCN(CC1)C=1SC2=C(C(N1)=O)C=C(C(=C2[N+](=O)[O-])C)C(F)(F)F